1-[(1r,3R,5S,7R)-3,5-dimethyladamantan-1-yl]-3-((1r,4R)-4-{4-[(2,4-dioxothiazolidin-5-yl)methyl]phenoxy}cyclohexyl)urea C[C@]12CC3(CC(C[C@@](C1)(C3)C)C2)NC(=O)NC2CCC(CC2)OC2=CC=C(C=C2)CC2C(NC(S2)=O)=O